2-(4-(2-hydroxyethoxy)-3,5-dimethyl-phenyl)-5,7-dimethoxyquinazoline OCCOC1=C(C=C(C=C1C)C1=NC2=CC(=CC(=C2C=N1)OC)OC)C